O-methyl phosphate P(=O)(OC)([O-])[O-]